COC=1C=2C=3N(C(=NC2C=CC1)NC=1C(N=CC=CC1)=O)N=C(N3)C3=CC=C(C=C3)OC (3R)-3-{[10-methoxy-2-(4-methoxyphenyl)[1,2,4]triazolo[1,5-c]quinazolin-5-yl]amino}azepin-2-one